ClC=1C=C(C=CC1)NC=1N(C2=NC(=NC=C2N1)NC1(CCC1)C)C1CCC(CC1)C(=O)N (1S,4S)-4-(8-((3-chlorophenyl)amino)-2-((1-methylcyclobutyl)amino)-9H-purin-9-yl)cyclohexane-1-carboxamide